(1S)-2-[4,6-bis(trifluoromethyl)-1,3,5-triazin-2-yl]-6-chloro-1-[(2R)-3-fluoro-2-methylpropyl]-2,3,4,9-tetrahydro-1H-pyrido[3,4-b]indole FC(C1=NC(=NC(=N1)C(F)(F)F)N1[C@H](C=2NC3=CC=C(C=C3C2CC1)Cl)C[C@H](CF)C)(F)F